2-dimethylamino-2-[(4-methylphenyl)methyl]-1-[4-(4-morpholinyl)phenyl]-1-butanone CN(C(C(=O)C1=CC=C(C=C1)N1CCOCC1)(CC)CC1=CC=C(C=C1)C)C